OCC=1C=C(C=CC1)NC=1N=CC2=C(N1)N(C(C=C2)=O)CCC2CN(C2)C(=O)OC(C)(C)C tert-butyl 3-(2-(2-((3-(hydroxymethyl)phenyl)amino)-7-oxopyrido[2,3-d]pyrimidin-8(7H)-yl)ethyl)azetidine-1-carboxylate